ClC=1C=CC(=C(C1)C1=CC(=CN1C)C(=O)N(C=1C=C2C=CNC2=CC1)C1=CC=C(C=C1)O)C(=O)N1CC2=CC=CC=C2C[C@H]1CN1CCN(CC1)C 5-(5-Chloro-2-{[(3S)-3-[(4-methylpiperazin-1-yl)methyl]-3,4-dihydro-isoquinolin-2(1H)-yl]carbonyl}phenyl)-N-(4-hydroxyphenyl)-N-(1H-indol-5-yl)-1-methyl-1H-pyrrole-3-carboxamide